N1(CCCCCC1)C=1C=C(C=CC1F)NC1=CC=C(CNC(=O)C2CNC(C2)=O)C=C1 N-(4-((3-(azepan-1-yl)-4-fluorophenyl)amino)benzyl)-5-oxopyrrolidine-3-carboxamide